SC(CSCC(C)S)C bis[2-mercaptopropyl] sulfide